C(C)(C)OC=1C=CC(=NC1)C=1N=C(SC1)NC1=C(C=C(C=N1)N(C(C)=O)C)C(F)(F)F N-(6-(4-(5-isopropoxypyridin-2-yl)thiazol-2-ylamino)-5-(trifluoromethyl)pyridin-3-yl)-N-methylacetamide